CC1=C(C=NC=C1C=1C=C2CCC(N(C2=CC1)C)=O)CNC(=O)C1=NC=CC=C1Cl 3-chloropyridine-2-carboxylic acid [4-methyl-5-(1-methyl-2-oxo-1,2,3,4-tetrahydro-quinolin-6-yl)-pyridin-3-ylmethyl]-amide